NC=1C(=CC(=NC1)C(F)(F)F)N1C[C@H](C[C@H](C1)C)NC(OC(C)(C)C)=O tert-Butyl ((3S,5R)-1-(5-amino-2-(trifluoromethyl)pyridin-4-yl)-5-methylpiperidin-3-yl)carbamate